(6-((2,5-dichloropyrimidin-4-yl)amino)-3-fluoro-2-methylquinolin-5-yl)dimethylphosphine oxide ClC1=NC=C(C(=N1)NC=1C(=C2C=C(C(=NC2=CC1)C)F)P(C)(C)=O)Cl